2-(5-(2-fluorobenzyl)-3-(4-sulfamoylbenzyl)-1H-indol-1-yl)thiazole-4-carboxylic acid FC1=C(CC=2C=C3C(=CN(C3=CC2)C=2SC=C(N2)C(=O)O)CC2=CC=C(C=C2)S(N)(=O)=O)C=CC=C1